7-ethoxy-4-(1-methyl-3-phenyl-1H-pyrazol-4-yl)-6-((1-methylpiperidin-4-yl)oxy)quinazoline C(C)OC1=C(C=C2C(=NC=NC2=C1)C=1C(=NN(C1)C)C1=CC=CC=C1)OC1CCN(CC1)C